C(C)(CC)NC1=NC(=NC=C1C)NC=1C=CC(=C(C(=O)OC)C1)B1OC(C(O1)(C)C)(C)C methyl 5-((4-(sec-butylamino)-5-methylpyrimidin-2-yl)amino)-2-(4,4,5,5-tetramethyl-1,3,2-dioxaborolan-2-yl)benzoate